2-(4,4-difluoropiperidinyl)-6-methylpyrimidin-4-amine FC1(CCN(CC1)C1=NC(=CC(=N1)N)C)F